OC1=CC=C(C=C1)C1(CCC(CC1)C(C)(C)C1CCC(CC1)(C1=CC=C(C=C1)O)C1=CC=C(C=C1)O)C1=CC=C(C=C1)O 2,2-bis(4,4-bis(4-hydroxyphenyl)cyclohexyl)propane